C(C1=CC=CC=C1)SC=1C2=C(N=C(N1)OC[C@]13CCCN3C[C@@H](C1)F)C(=C(N=C2)C2=CC=CC1=CC=CC(=C21)Cl)F 4-(benzylthio)-7-(8-chloronaphthalen-1-yl)-8-fluoro-2-(((2R,7aS)-2-fluorohexahydro-1H-pyrrolizin-7a-yl)methoxy)pyrido[4,3-d]pyrimidine